NC1(CCN(CC1)C1=NC(=C2C(=N1)NN=C2C2=CC1=CN(N=C1C=C2)C)C(=O)N)C2=CC=CC=C2 6-(4-Amino-4-phenylpiperidin-1-yl)-3-(2-methyl-2H-indazol-5-yl)-1H-pyrazolo[3,4-d]pyrimidine-4-carboxamide